N[C@H](CO)C1=CC=C(C=C1)[C@H](C(=O)OCC)CC |&1:10| 2-(±)-Ethyl 2-[4-[(1S)-1-amino-2-hydroxy-ethyl]phenyl]butanoate